N1=CNC2=C1C=C1C=CC=CC1=C2 naphtho[2,3-d]imidazol